6-(1H-imidazol-1-yl)-N-(1-methylpiperidin-4-yl)pyrazine-2-carboxamide tert-Butyl-3-(6-(5-Bromo-1-methyl-2-oxo-1,2-dihydropyridin-3-ylamino)pyridin-3-yloxy)azetidine-1-carboxylate C(C)(C)(C)OC(=O)N1CC(C1)OC=1C=NC(=CC1)NC=1C(N(C=C(C1)Br)C)=O.N1(C=NC=C1)C1=CN=CC(=N1)C(=O)NC1CCN(CC1)C